ClC1=C(C=CC(=C1)Cl)C1=C(C=2C=CC(=CC2CC1)C(=O)OC)C1=CC=C(C=C1)CC1CN(C1)CCCF Methyl 6-(2,4-dichlorophenyl)-5-[4-[[1-(3-fluoropropyl)azetidin-3-yl]methyl]phenyl]-7,8-dihydronaphthalene-2-carboxylate